FC(CN1N=CC(=C1)C(=O)OCC)(F)F ethyl 1-(2,2,2-trifluoroethyl)-1H-pyrazole-4-carboxylate